2-((R)-1-((S)-4,6-dimethyl-1,4-diazepan-1-yl)butyl)-3-ethyl-7-fluoro-6-methoxyquinazolin-4(3H)-one CN1CCN(C[C@H](C1)C)[C@H](CCC)C1=NC2=CC(=C(C=C2C(N1CC)=O)OC)F